ClC1=CC=C(C(=O)NC(C(C2=CC=CC=C2)=O)Cl)C=C1 4-chloro-N-(1-chloro-2-oxo-2-phenylethyl)benzamide